7-chloro-2-((3,5-dichlorophenyl)amino)-3-(2-hydroxyacetyl)quinazoline-4(3H)-one ClC1=CC=C2C(N(C(=NC2=C1)NC1=CC(=CC(=C1)Cl)Cl)C(CO)=O)=O